tert-butyl 17-(tosyloxy)-3,6,9,12,15-pentaoxaheptadecanoate S(=O)(=O)(C1=CC=C(C)C=C1)OCCOCCOCCOCCOCCOCC(=O)OC(C)(C)C